tert-butyl (2-((2-(N,N-bis(4-methoxybenzyl)sulfamoyl)-4-iodo-3-(2-(4-methoxybenzyl)-2H-tetrazol-5-yl)phenyl)thio)ethyl)carbamate COC1=CC=C(CN(S(=O)(=O)C2=C(C=CC(=C2C=2N=NN(N2)CC2=CC=C(C=C2)OC)I)SCCNC(OC(C)(C)C)=O)CC2=CC=C(C=C2)OC)C=C1